C(C)(C)(C)OC(=O)N1C(C2=CC=CC(=C2CC1)CCC(=O)N(C)OC)C 5-(3-(methoxy(methyl)amino)-3-oxopropyl)-1-methyl-3,4-dihydroisoquinoline-2(1H)-carboxylic acid tert-butyl ester